OC1CN(CCC1)C(=O)C1=CC=C(C=N1)NC(O[C@H](C)[C@H](C)OC1=C(C=C2C(=N1)SC(=N2)C2=C1N=CC(=NC1=CC(=C2)C)OC)F)=O (2R,3S)-3-((6-fluoro-2-(2-methoxy-7-methylquinoxalin-5-yl)thiazolo[5,4-b]pyridin-5-yl)oxy)butan-2-yl (6-(3-hydroxypiperidine-1-carbonyl)pyridin-3-yl)carbamate